2-[1-[2-(6,8-Dihydro-5H-[1,2,4]triazolo[4,3-a]pyrazin-7-yl)-6-methyl-4-oxo-chromen-8-yl]ethylamino]benzoic acid N=1N=CN2C1CN(CC2)C=2OC1=C(C=C(C=C1C(C2)=O)C)C(C)NC2=C(C(=O)O)C=CC=C2